C1(CC(C(CC1)C(C)C)C#N)C menthanenitrile